C(C(C)C)C1CC2C(CC(O2)=O)(C(C1)=O)CC(=O)OCC1=CC=CC=C1 (-)-Benzyl 2-(6-isobutyl-2,4-dioxohexahydrobenzofuran-3a(4H)-yl)acetate